Tert-butyl 4-((((S)-3-cyclohexyl-1-(((S)-5-(2,3-dihydrobenzo[f][1,4]oxazepin-4(5H)-yl)-1-hydroxy-5-oxopentan-2-yl)amino)-1-oxopropan-2-yl)carbamoyl)oxy)piperidine-1-carboxylate C1(CCCCC1)C[C@@H](C(=O)N[C@H](CO)CCC(=O)N1CCOC2=C(C1)C=CC=C2)NC(=O)OC2CCN(CC2)C(=O)OC(C)(C)C